2-(4-((S)-2-cyclohexyl-2-((S)-2-(methylamino)propanamido)-acetyl)piperazine-1-carbonyl)-5,6-difluoro-1-methyl-1H-indole-3-carboxamide C1(CCCCC1)[C@@H](C(=O)N1CCN(CC1)C(=O)C=1N(C2=CC(=C(C=C2C1C(=O)N)F)F)C)NC([C@H](C)NC)=O